4-amino-N-ethyl-7-fluoro-N-((1S)-1-(5-fluoro-2-pyridinyl)ethyl)-1-methyl-1H-pyrazolo[4,3-c]quinoline-8-carboxamide NC1=NC=2C=C(C(=CC2C2=C1C=NN2C)C(=O)N([C@@H](C)C2=NC=C(C=C2)F)CC)F